COC=1C=C(C=CC1)C(CN1C2=NC(=NC(=C2N=C1)N/N=C/C1=CC(=CC=C1)C)N1CCOCC1)=O (E)-1-(3-methoxyphenyl)-2-(6-(2-(3-methylbenzylidene)hydrazinyl)-2-morpholino-9H-purin-9-yl)ethan-1-one